3-[(4-Trifluoromethylbenzyl)amino]pyrazine-2-carboxamide FC(C1=CC=C(CNC=2C(=NC=CN2)C(=O)N)C=C1)(F)F